11,14,17,20,23-hexacosapentaenoic acid C(CCCCCCCCCC=CCC=CCC=CCC=CCC=CCC)(=O)O